5-(4-cyclopentenyl)-2-norbornene C1(CCC=C1)C1C2C=CC(C1)C2